ClC=1C=C2C(=CC=NC2=CC1OCCN1CCOCC1)OC1=C(C=C(C=C1)NC(=O)C1=C2C(=CN(C1=O)C1=CC=C(C=C1)F)CCO2)F N-(4-{[6-chloro-7-(2-morpholinoethoxy)quinolin-4-yl]oxy}-3-fluorophenyl)-5-(4-fluorophenyl)-6-oxo-2,3,5,6-tetrahydrofuro[3,2-c]pyridine-7-carboxamide